CC1=CC2=C(C3=CC=CC=C3C(=C2C=C1C)OC)OC 2,3-dimethyl-9,10-dimethoxyanthracene